C(C(C)C)N1N=CC=C1B(O)O (1-isobutyl-1H-pyrazol-5-yl)boronic acid